(R)-N-(5-(N-hydroxycarbamimidoyl)-2,3-dihydro-1H-inden-1-yl)-1-methyl-1H-pyrazole-4-carboxamide ONC(=N)C=1C=C2CC[C@H](C2=CC1)NC(=O)C=1C=NN(C1)C